C(C)(C)(C)OC(=O)N1C(C2=C(C(=CC=C2CC1)C(C)=O)Br)C 7-Acetyl-8-bromo-1-methyl-3,4-dihydroisoquinoline-2(1H)-carboxylic acid tert-butyl ester